FC1(COC2=C1C=CC=C2[C@@H](C)N[S@](=O)C(C)(C)C)F |&1:10| (R)-N-((R/S)-1-(3,3-difluoro-2,3-dihydrobenzofuran-7-yl)ethyl)-2-methylpropane-2-sulfinamide